C12(CC(C1)C2)N2C[C@H](N(S(C1=C2C=C(C(=C1)O\C=C(\C(=O)OCC)/F)Cl)(=O)=O)COCC[Si](C)(C)C)CCCC ethyl (R,Z)-3-((5-(bicyclo[1.1.1]pentan-1-yl)-3-butyl-7-chloro-1,1-dioxido-2-((2-(trimethylsilyl)ethoxy)methyl)-2,3,4,5-tetrahydrobenzo[f][1,2,5]thiadiazepin-8-yl)oxy)-2-fluoroacrylate